CN1C(C(=C(C2=CC=CC=C12)N1CCC(CC1)C=1OC2=C(N1)C=C(C=C2)C(C)C)C#N)=O 1-methyl-2-oxo-4-{4-[5-(propan-2-yl)-1,3-benzooxazol-2-yl]piperidin-1-yl}-1,2-dihydroquinoline-3-carbonitrile